[Cl-].[Cl-].[Zr+2].CC=1C(C2=CC=CC(=C2C1)C1=CC=C(C=C1)C(C)(C)C)C1C(=CC2=C(C(=C(C=C12)C(C)(C)C)OC)C1=CC=CC=C1)C (2-methyl-4-(p-tert-butylphenyl)indenyl)(2-methyl-4-phenyl-5-methoxy-6-tert-butylindene) zirconium dichloride